BrC1=CC(=C(C=C1)C\C=N\[S@](=O)C(C)(C)C)F (R,E)-N-(2-(4-bromo-2-fluorophenyl)ethylidene)-2-methylpropane-2-sulfinamide